N-tert-butoxycarbonyl-3-bromo-1-propylamine C(C)(C)(C)OC(=O)NCCCBr